iodo-uridine I[C@@]1([C@H](O)[C@H](O)[C@@H](CO)O1)N1C(=O)NC(=O)C=C1